FC1=CC=C(C=C1)C1=CC=C(C(=N1)NC1(COCC1)C)NC1CCOCC1 6-(4-fluorophenyl)-N2-(3-methyltetrahydrofuran-3-yl)-N3-tetrahydropyran-4-yl-pyridine-2,3-diamine